NC1=CC=CC(=N1)S(=O)(=O)NC(=O)C=1C(=NC(=CC1)C1=CC=C(C=C1)OC)OC1=C(C=C(C=C1C)C)C N-[(6-Amino-2-pyridyl)sulfonyl]-6-(4-methoxyphenyl)-2-(2,4,6-trimethylphenoxy)pyridin-3-carboxamid